C(C1=CC=CC=C1)OCCCC1(CCCCC1)C(=O)OC Methyl 1-(3-(benzyloxy)propyl)cyclohexanecarboxylate